methylene-3-(3',5-di-tert-butyl-4'-hydroxyphenyl)propionate C=C(C(=O)[O-])CC1=CC(=C(C(=C1)C(C)(C)C)O)C(C)(C)C